2-(6-Chloro-benzothiazol-2-ylamino)-1-methyl-1H-benzoimidazole-5-carboxylic acid (4-amino-butyl)-amide hydrochloride Cl.NCCCCNC(=O)C1=CC2=C(N(C(=N2)NC=2SC3=C(N2)C=CC(=C3)Cl)C)C=C1